ClC1=NC(=CC=C1C#C)Cl 2,6-dichloro-3-ethynyl-pyridine